O-(4-(trifluoromethyl)phenyl)hydroxylamine FC(C1=CC=C(C=C1)ON)(F)F